CCCCCCCCCCCCCCCCCC(=O)OC[C@H](COP(=O)([O-])[O-])OC(=O)CCCCCCC/C=C\\CCCCCC The molecule is a 1,2-diacyl-sn-glycerol 3-phosphate(2-) obtained by deprotonation of the phosphate OH groups of 1-octadecanoyl-2-(9Z)-hexadecenoyl-sn-glycero-3-phosphate. It is a conjugate base of a 1-octadecanoyl-2-(9Z)-hexadecenoyl-sn-glycero-3-phosphate.